F[B-](F)(F)F.O=C1N(N=NC2=C1C=CC=C2)OC(=[N+](C)C)N(C)C O-(3,4-dihydro-4-oxo-1,2,3-benzotriazin-3-yl)-N,N,N',N'-tetramethyluronium tetrafluoroborate